Ethyl 3-(6-chloro-5-(4-(4,4,5,5-tetramethyl-1,3,2-dioxaborolan-2-yl)phenyl)-1H-indazol-3-yl)propanoate ClC1=C(C=C2C(=NNC2=C1)CCC(=O)OCC)C1=CC=C(C=C1)B1OC(C(O1)(C)C)(C)C